O=C1NC(CCC1N1C(N(C2=C1C=CC(=C2)C2CCN(CC2)C2CC(C2)OC2CCN(CC2)C(=O)OC(C)(C)C)C)=O)=O tert-butyl 4-[3-[4-[1-(2,6-dioxo-3-piperidyl)-3-methyl-2-oxo-benzimidazol-5-yl]-1-piperidyl]cyclobutoxy]piperidine-1-carboxylate